1-(4-chloro-3-(3-methylimidazo[1,2-a]pyridin-2-yl)phenyl)piperidine-4-carboxylic acid ClC1=C(C=C(C=C1)N1CCC(CC1)C(=O)O)C=1N=C2N(C=CC=C2)C1C